CN(C(OC1=C2C(=CNC2=CC=C1)CCN(C([2H])([2H])[2H])C([2H])([2H])[2H])=O)C 3-(2-(bis(methyl-d3)amino) ethyl)-1H-indol-4-yl dimethylcarbamate